P(=O)(O)(O)O.C=1(C(=CC=CC1)C)C.C=1(C(=CC=CC1)C)C.C=1(C(=CC=CC1)C)C trisxylene phosphate